N1(CCCC1)C1=NNC2=C1C=NC(=C2)NC(C)=O N-(3-(pyrrolidin-1-yl)-1H-pyrazolo[4,3-c]pyridin-6-yl)acetamide